O=[Pt]=O diketoplatinum